14-docosenoic acid C(CCCCCCCCCCCCC=CCCCCCCC)(=O)O